3-dimethylamino-1-(4-methoxy-phenyl)-propenone CN(C)/C=C\C(=O)C1=CC=C(C=C1)OC